C(C)(C)(C)OC(=O)N1C[C@H](N(CC1)CCCCO)C (3R)-4-(4-hydroxybutyl)-3-methyl-piperazine-1-carboxylic acid tert-butyl ester